4-{5-[4-(1-tert-butoxycarbonyl-1,2,3,6-tetrahydro-pyridin-4-yl)-phenyl-carbamoyl]-thiophen-3-yl}-piperazine-1-carboxylic acid tert-butyl ester C(C)(C)(C)OC(=O)N1CCN(CC1)C1=CSC(=C1)C(NC1=CC=C(C=C1)C=1CCN(CC1)C(=O)OC(C)(C)C)=O